fluoro-3'-hydroxy-[1,1'-biphenyl]-4-carboxylic acid tert-butyl ester C(C)(C)(C)OC(=O)C1=CC(=C(C=C1)C1=CC(=CC=C1)O)F